OCC=1C=CC(=NC1)NC(=O)NC1=CC=C(C=C1)[C@@H](C)N1C(=NC=C1)C |r| (rac)-(R)-1-(5-(hydroxymethyl)pyridin-2-yl)-3-(4-(1-(2-methyl-1H-imidazol-1-yl)ethyl)phenyl)urea